Cl.N[C@@](C(=O)N)(C(C1=CC=CC=C1)C1=CC=CC=C1)C1=CC(=C(C=C1)C1=C(N(C(C=C1)=O)C)C)F (S)-2-amino-(4-(1,2-dimethyl-6-oxo-1,6-dihydropyridin-3-yl)-3-fluorophenyl)-3,3-diphenylpropanamide hydrochloride